trimethyl-3-methyl-1H-imidazol CC1=C(N(C(N1)C)C)C